CC1=CC=C(C=C1)S(=O)(=O)O[C@@H](C(=O)OCC)C ethyl (2R)-2-{[(4-methylphenyl)sulfonyl]oxy}propanoate